(S)-quinuclidin-3-yl (5-(2,3-dihydrobenzofuran-5-yl)-2,2-dimethyl-2,3-dihydro-1H-inden-1-yl)carbamat O1CCC2=C1C=CC(=C2)C=2C=C1CC(C(C1=CC2)NC(O[C@@H]2CN1CCC2CC1)=O)(C)C